C(C)(=O)N1C(\C(\C2=CC(=CC=C12)Br)=C(\C1=CC(=C(C=C1)[N+](=O)[O-])OC)/O)=O (Z)-1-acetyl-5-bromo-3-(hydroxy(3-methoxy-4-nitrophenyl)methylene)indolin-2-one